FC=1C=C(CC=2C=CC(=NC2)C(=O)NC2=NN(C=C2)C)C=CC1 5-(3-fluorobenzyl)-N-(1-methyl-1H-pyrazol-3-yl)picolinamide